C(C)(C)(C)OC(=O)N1CC(C1)C1CCN(CC1)C=1C=NC(=CC1)[N+](=O)[O-] 3-(1-(6-Nitropyridin-3-yl)piperidin-4-yl)azetidine-1-carboxylic acid tert-butyl ester